3-(2,5-Dioxo-3-((3-(2-(phenethylamino)butan-2-yl)phenyl)amino)-2,5-dihydro-1H-pyrrol-1-yl)piperidine-2,6-dione O=C1N(C(C=C1NC1=CC(=CC=C1)C(C)(CC)NCCC1=CC=CC=C1)=O)C1C(NC(CC1)=O)=O